(5'S)-5'-(pyrazin-2-yl)-3-{[2-(trifluoromethyl)-1,3-benzothiazol-6-yl]methoxy}tetrahydro-3'H-spiro[cyclobutane-1,2'-pyrrolo[2,1-b][1,3]oxazol]-3'-one N1=C(C=NC=C1)[C@@H]1CCC2OC3(C(N21)=O)CC(C3)OCC3=CC2=C(N=C(S2)C(F)(F)F)C=C3